Methyl (1R,2S,5S)-3-((S)-2-((S)-2-aminopropionylamino)-3,3-dimethylbutyryl)-6,6-Dimethyl-3-azabicyclo[3.1.0]hexane-2-carboxylate hydrochloride Cl.N[C@H](C(=O)N[C@H](C(=O)N1[C@@H]([C@H]2C([C@H]2C1)(C)C)C(=O)OC)C(C)(C)C)C